acrylic acid 2-methyl-2-adamantyl ester CC1(C2CC3CC(CC1C3)C2)OC(C=C)=O